ClC=1C(=C(C(=O)NC2=CC=C(C=C2)C(\C=C\C2=CC=C(C=C2)N(C)CCO)=O)C(=CC1)F)F 3-Chloro-2,6-difluoro-N-[4-[(E)-3-[4-[2-hydroxyethyl(methyl)amino]phenyl]prop-2-enoyl]phenyl]benzamide